racemic-lactic acid C([C@H](O)C)(=O)O |r|